CC=1C=C(CC2CCNCC2)C=CC1C 4-(3,4-dimethyl-benzyl)-piperidine